ClC1=C(C#N)C(=CC=N1)NC1=CC2=C(N(C(N2C[C@H](CC)O)=O)C)C=C1 (S)-2-Chloro-4-((3-(2-hydroxybutyl)-1-methyl-2-oxo-2,3-dihydro-1H-benzo[d]imidazol-5-yl)amino)nicotinonitrile